3,3-difluorocyclobutyl (3-cyclobutyl-1,4-dimethyl-1H-pyrazol-5-yl)carbamate C1(CCC1)C1=NN(C(=C1C)NC(OC1CC(C1)(F)F)=O)C